CP(=O)(C)C1=CC(=C(C=C1)C1=CC2=C(N=C3N2[C@H]2C4=C(C(N([C@@H]3C2)C([2H])([2H])[2H])=O)C=CC=C4C#C[Si](C(C)C)(C(C)C)C(C)C)C=C1)F (7R,14R)-11-(4-(dimethylphosphoryl)-2-fluorophenyl)-6-(methyl-d3)-1-((triisopropylsilyl)ethynyl)-6,7-dihydro-7,14-methanobenzo[f]benzo[4,5]imidazo[1,2-a][1,4]diazocin-5(14H)-one